(7Z)-7-Tetradecen-2-one CC(CCCC\C=C/CCCCCC)=O